1,3-diaminobutane NCCC(C)N